1-Isopropyl-N-(5-(4-methylpiperazin-1-yl)pyridin-2-yl)-1H-[1,2,3]triazolo[4,5-h]quinazolin-8-amine hydrochloride Cl.C(C)(C)N1N=NC=2C=CC=3C=NC(=NC3C21)NC2=NC=C(C=C2)N2CCN(CC2)C